4-(2-methyl-4-pyridyl)pyrazol CC1=NC=CC(=C1)C=1C=NNC1